1-cyclopentyl-5-[[4-(3-hydroxypropyl)phenoxy]methyl]-3-methyl-pyrazole C1(CCCC1)N1N=C(C=C1COC1=CC=C(C=C1)CCCO)C